FC=1C=C(C(=C2C=C(NC12)S(=O)(=O)N1C2C(CC1)COCC2)C2=NN(C=N2)C)C 1-((7-fluoro-5-methyl-4-(1-methyl-1H-1,2,4-triazol-3-yl)-1H-indol-2-yl)sulfonyl)octahydropyrano[4,3-b]pyrrole